[OH-].CN1CN(C=C1)C N,N'-dimethyl-imidazole hydroxide